C(C1=CC=CC=C1)OCCCCCCCC(C([2H])([2H])[2H])([2H])[2H] 1-Benzyloxynonane-8,8,9,9,9-d5